FC(C(=O)O)(F)F.CN1[C@@H]([C@H](CC1=O)C(=O)NCCCCCCNS(=O)(=O)C1CCNCC1)C=1C=NC=CC1 (2S,3S)-1-methyl-5-oxo-N-(6-(piperidine-4-sulfonamido)hexyl)-2-(pyridin-3-yl)pyrrolidine-3-carboxamide, trifluoroacetic acid salt